trans-N-(4-((5-(1-benzyl-1H-indazol-6-yl)-1-methyl-2-oxo-1,2-dihydropyridin-4-yl)oxy)cyclohexyl)acetamide C(C1=CC=CC=C1)N1N=CC2=CC=C(C=C12)C=1C(=CC(N(C1)C)=O)O[C@@H]1CC[C@H](CC1)NC(C)=O